P(OC1=CC=CC=C1)(OC1=CC=CC=C1)=O Diphenyl phosphonate